ClC1=C(C(=CC=C1)C(F)(F)F)C1CC(=NO1)C=1N=C(SC1)C1CCN(CC1)C(COC1=NC=NC=C1OC)=O 1-(4-(4-(5-(2-Chloro-6-(trifluoromethyl)phenyl)-4,5-dihydroisoxazol-3-yl)thiazol-2-yl)piperidin-1-yl)-2-((5-methoxypyrimidin-4-yl)oxy)ethan-1-on